N-(2-cyano-3-chlorophenyl)-N-methyl-acrylamide C(#N)C1=C(C=CC=C1Cl)N(C(C=C)=O)C